OC1(OC(CC1)CO)O dihydroxy-5-(hydroxymethyl)oxolan